ClC1=C(C=2N=C(N=C(C2C=N1)N1C[C@@H](C[C@@H](C1)F)O)OC[C@]12CCCN2C[C@@H](C1)F)F |&1:13,15| rac-(3R,5S)-1-(7-chloro-8-fluoro-2-(((2R,7aS)-2-fluorotetrahydro-1H-pyrrolizin-7a(5H)-yl)methoxy)pyrido[4,3-d]pyrimidin-4-yl)-5-fluoropiperidin-3-ol